Cl.Cl.[C@H]12CC(C[C@H](CC1)N2)N2CCC(CC2)C(=O)OCC2=CC=CC=C2 benzyl 1-((1R,3r,5S)-8-azabicyclo[3.2.1]octan-3-yl)piperidine-4-carboxylate dihydrochloride